Tert-Butyl N-[4-[4-[[1-(4-acetylphenyl)-3-(difluoromethyl)pyrazol-4-yl]carbamoyl]oxazol-2-yl]-2-pyridyl]-N-(cyclopropylmethyl)carbamate C(C)(=O)C1=CC=C(C=C1)N1N=C(C(=C1)NC(=O)C=1N=C(OC1)C1=CC(=NC=C1)N(C(OC(C)(C)C)=O)CC1CC1)C(F)F